BrC1=CC(=C2C=NN(C2=C1)C1OCCCC1)C=1N=NN(C1)CC=1N=C2N(C=C(C=C2)CNCC2CCC2)C1 1-(2-((4-(6-bromo-1-(tetrahydro-2H-pyran-2-yl)-1H-indazol-4-yl)-1H-1,2,3-Triazol-1-yl)methyl)imidazo[1,2-a]pyridin-6-yl)-N-(cyclobutylmethyl)methanamine